ClC=1C=C2C=C(C(N(C2=CC1)C)=O)C 6-chloro-1,3-dimethylquinolin-2(1H)-one